C(C)N(CCN(CCN(C)CC)C)C diethyl-N,N',N''-trimethyldiethylenetriamine